N-tert-butyl-6-chloro-3-[[(1R)-1-[2-(1,5-dimethyl-6-oxo-3-pyridinyl)-6-methyl-4-oxo-benzopyran-8-yl]ethyl]amino]pyridine-2-sulfonamide C(C)(C)(C)NS(=O)(=O)C1=NC(=CC=C1N[C@H](C)C1=CC(=CC=2C(C=C(OC21)C2=CN(C(C(=C2)C)=O)C)=O)C)Cl